1-(5-chloro-1H-indol-3-yl)-3-(4-((4,4-difluoropiperidin-1-yl)methyl)phenyl)urea ClC=1C=C2C(=CNC2=CC1)NC(=O)NC1=CC=C(C=C1)CN1CCC(CC1)(F)F